3-(3-fluoro-4-((2-methyl-1H-imidazol-1-yl)methyl)phenyl)-5-isobutylthiophene-2-sulfonamide FC=1C=C(C=CC1CN1C(=NC=C1)C)C1=C(SC(=C1)CC(C)C)S(=O)(=O)N